9-amino-3-oxa-7-azabicyclo[3.3.1]Nonane-7-carboxylic acid tert-butyl ester C(C)(C)(C)OC(=O)N1CC2COCC(C1)C2N